3-(3-((2-(5-((4-chloro-6-fluoro-1H-indol-5-yl)oxy)-2-fluorophenyl)-1H-imidazol-4-yl)methyl)-2-fluorophenyl)propanoic acid ClC1=C2C=CNC2=CC(=C1OC=1C=CC(=C(C1)C=1NC=C(N1)CC=1C(=C(C=CC1)CCC(=O)O)F)F)F